1-(3,5-difluorobenzyl)-6-(3-((1Z)-3-methoxyprop-1-en-1-yl)-5H-pyrrolo[2,3-b]pyrazin-5-yl)-2-methyl-1H-imidazo[4,5-b]pyridine FC=1C=C(CN2C(=NC3=NC=C(C=C32)N3C=CC=2C3=NC(=CN2)\C=C/COC)C)C=C(C1)F